(S)-7-(4-(1-(methylsulfonyl)-piperidine-4-yl)phenyl)-N-(morpholine-2-ylmethyl)pyrido[3,4-B]pyrazine-5-amine p-toluenesulfonate CC1=CC=C(C=C1)S(=O)(=O)O.CS(=O)(=O)N1CCC(CC1)C1=CC=C(C=C1)C1=CC=2C(=NC=CN2)C(=N1)NC[C@@H]1CNCCO1